tert-butyl (1S,5R)-1-((methoxy-d3)methyl)-3,8-diazabicyclo[3.2.1]octane-8-carboxylate C(OC[C@@]12CNC[C@@H](CC1)N2C(=O)OC(C)(C)C)([2H])([2H])[2H]